tetra-methylol-phosphorus hydrochloride Cl.C(O)[P](CO)(CO)CO